1-ethynyl-3-(trifluoromethoxy)benzene C(#C)C1=CC(=CC=C1)OC(F)(F)F